tert-butyl 2-(4-cyclopropyl-6-methoxypyrimidin-5-yl)-4-(methylsulfonyl)-5,7-dihydro-6H-pyrrolo[3,4-d]pyrimidine-6-carboxylate C1(CC1)C1=NC=NC(=C1C=1N=C(C2=C(N1)CN(C2)C(=O)OC(C)(C)C)S(=O)(=O)C)OC